7-chloro-1'-[2-(4-methanesulfonyl-phenoxy)ethyl]-2-oxo-1,2-dihydrospiro[indole-3,4'-piperidine]-5-carbonitrile ClC=1C=C(C=C2C1NC(C21CCN(CC1)CCOC1=CC=C(C=C1)S(=O)(=O)C)=O)C#N